ClC1=C(C=C(C=C1C)OC(N(CC)CC)=O)F N,N-Diethylcarbamic acid 4-chloro-3-fluoro-5-methylphenyl ester